N[C@@H](CO)C(=O)O [α-1H]serine